(S)-(6-((2-amino-3-chloropyridin-4-yl)thio)-3-(1-amino-4-(trifluoromethyl)-1,3-dihydrospiro[inden-2,4'-piperidin]-1'-yl)pyrazin-2-yl)methanol NC1=NC=CC(=C1Cl)SC1=CN=C(C(=N1)CO)N1CCC2(CC1)[C@@H](C1=CC=CC(=C1C2)C(F)(F)F)N